1-[(4-fluorophenyl)carbamoyl]cyclopropanecarboxylic acid FC1=CC=C(C=C1)NC(=O)C1(CC1)C(=O)O